CS(=O)(=O)OCC1C(C1)COS(=O)(=O)C cyclopropane-1,2-diylbis(methylene) dimethanesulfonate